(E)-3-((3-butyl-7-(methylthio)-1,1-dioxido-5-phenyl-2,3,4,5-tetrahydro-1,5-benzothiazepin-8-yl)oxy)acrylic acid C(CCC)C1CS(C2=C(N(C1)C1=CC=CC=C1)C=C(C(=C2)O/C=C/C(=O)O)SC)(=O)=O